O[C@@H]1[C@@H](C2=CC=CC=C2C1)NC(=O)C1=CC2=C(N=C(S2)C2CCN(CC2)C)C=C1 N-((1R,2S)-2-hydroxy-2,3-dihydro-1H-inden-1-yl)-2-(1-methylpiperidin-4-yl)benzo[d]-thiazole-6-carboxamide